1-(4-biphenylyl)-4-hydroxy-3-(2,2,2-trifluoroethane-1-on-1-yl)-[1]benzothieno[3,2-h]quinoline C1(=CC=C(C=C1)N1CC(=C(C2=CC=C3C(=C12)SC1=C3C=CC=C1)O)C(C(F)(F)F)=O)C1=CC=CC=C1